(S)-3,4-Dichloro-N-methyl-N-(1-(pyrrolidin-1-yl)butan-2-yl)benzamide ClC=1C=C(C(=O)N([C@H](CN2CCCC2)CC)C)C=CC1Cl